BrC1=CC=C2C(=C(C(=NC2=C1F)OC[C@]12CCCN2C[C@@H](C1)F)C#N)N1[C@@H](CN(CC1)C(=O)OC(C)(C)C)C Tert-butyl (R)-4-(7-bromo-3-cyano-8-fluoro-2-(((2R,7aS)-2-fluorotetrahydro-1H-pyrrolizin-7a(5H)-yl) methoxy) quinolin-4-yl)-3-methylpiperazine-1-carboxylate